(2S,3R)-3-(((2-amino-6-chlorophenyl)amino)methyl)-1-(6-methyl-4-(trifluoromethyl)pyridin-2-yl)-5-oxopyrrolidine-2-carboxylic acid NC1=C(C(=CC=C1)Cl)NC[C@@H]1[C@H](N(C(C1)=O)C1=NC(=CC(=C1)C(F)(F)F)C)C(=O)O